FC(CC=1C(=NC(=NC1OC)NS(=O)(=O)C1=CNC2=C(C=CC=C12)N1C=NC=C1)OC)F N-[5-(2,2-difluoroethyl)-4,6-dimethoxy-pyrimidin-2-yl]-7-imidazol-1-yl-1H-indole-3-sulfonic acid amide